phospholan-1-ium bromide [Br-].[PH2+]1CCCC1